E-2-octenyl acetate C(C)(=O)OC\C=C\CCCCC